N1=C(C=CC=2CCCNC12)CCCC(=O)NC1CN(C1)C(=O)OC(C)(C)C tert-butyl 3-(4-(5,6,7,8-tetrahydro-1,8-naphthyridin-2-yl)butanamido)azetidine-1-carboxylate